C(C1=CC=CC=C1)OC1CCC(CC1)(O)C1=CC=C(C=C1)S(F)(F)(F)(F)F 4-(benzyloxy)-1-[4-(pentafluoro-λ6-sulfanyl)phenyl]cyclohexan-1-ol